C(C)(C)(C)OC(=O)N1CC(N(CC1)NC(C(=O)OCC)=O)=O 4-(2-ethoxy-2-oxoacetamido)-3-oxopiperazine-1-carboxylic acid tert-butyl ester